(R)-3-((R)-((3-(1H-tetrazol-5-yl)phenethyl)amino)(phenyl)methyl)-1,2,3,4-tetrahydroquinoxaline-5-carbonitrile N1N=NN=C1C=1C=C(CCN[C@@H]([C@H]2CNC=3C=CC=C(C3N2)C#N)C2=CC=CC=C2)C=CC1